1,2,3,4,6-Pentahydroxyphenyl-glucose OC1(C(C(=C(C=C1O)O)O)O)C(=O)[C@H](O)[C@@H](O)[C@H](O)[C@H](O)CO